BrC=1C=C2C(NC=NC2=C(C1)F)=O 6-bromo-8-fluoro-3H-quinazolin-4-one